(2S,4r)-1-((S)-2-(4-cyclopropyl-1H-1,2,3-triazol-1-yl)-3-methylbutanoyl)-4-hydroxypyrrolidine-2-carboxylate C1(CC1)C=1N=NN(C1)[C@H](C(=O)N1[C@@H](C[C@H](C1)O)C(=O)[O-])C(C)C